NCC(COC1=C2C(N(C(C2=CC=C1)=O)C1C(NC(CC1)=O)=O)=O)F 4-(3-Amino-2-fluoro-propoxy)-2-(2,6-dioxo-3-piperidyl)isoindoline-1,3-dione